2-[(2R,5R)-2-[[bis(4-methoxyphenyl)-phenyl-methoxy]methyl]-5-(2,4-dioxopyrimidin-1-yl)-4-hydroxy-tetrahydrofuran-3-yl]oxy-N,N-dioctyl-acetamide COC1=CC=C(C=C1)C(OC[C@H]1O[C@H](C(C1OCC(=O)N(CCCCCCCC)CCCCCCCC)O)N1C(NC(C=C1)=O)=O)(C1=CC=CC=C1)C1=CC=C(C=C1)OC